FC(OC1=C(C=CC=C1)C=1CCN(CC1)C(=O)OC(C)(C)C)(F)F tert-butyl 4-(2-(trifluoromethoxy)phenyl)-3,6-dihydropyridine-1(2H)-carboxylate